di-Sodium Phosphate Dihydrate O.O.P(=O)([O-])([O-])O.[Na+].[Na+]